COC=1C=C(C(C(=O)[O-])=CC1)O.[K+] potassium 4-methoxysalicylate salt